(E)-2-(3-methoxyprop-1-en-1-yl)pyrazolo[5,1-b]thiazole-7-carboxylic acid COC/C=C/C1=CN2C(S1)=C(C=N2)C(=O)O